N-(2-methoxy-4-(4-morpholinopiperidin-1-yl)phenyl)formamide COC1=C(C=CC(=C1)N1CCC(CC1)N1CCOCC1)NC=O